ClC(C(=O)CCl)I 1,3-dichloro-1-iodoacetone